C(C)(=O)[O-].C(CCCCCCCCCC)[NH+]1CCC(CC1)C 1-Undecyl-4-Methylpiperidinium acetat